ClC1=NN(C(=C1)C(=O)NC1=C(C=C(C=C1C(=O)NC(C)(C)C#N)Cl)Cl)C1=NC=CC=C1Cl 3-chloro-1-(3-chloro-2-pyridinyl)-N-[2,4-dichloro-6-[[(1-cyano-1-methylethyl)amino]carbonyl]phenyl]-1H-pyrazole-5-carboxamide